FC1(CC(C1)(CC1=NN=CN1C)C=1C=C(C=CC1)N1C(C2=CC(=CC(=C2C1)C(F)(F)F)[C@@H]1N[C@@H](CC1)CC)=O)F 2-(3-(3,3-difluoro-1-((4-methyl-4H-1,2,4-triazol-3-yl)methyl)cyclobutyl)phenyl)-6-((2R,5R)-5-ethylpyrrolidin-2-yl)-4-(trifluoromethyl)isoindolin-1-one